N6-(3-iodobenzyl)-adenosin IC=1C=C(CNC=2C=3N=CN([C@H]4[C@H](O)[C@H](O)[C@@H](CO)O4)C3N=CN2)C=CC1